C(C(O)C1=CC(OC)=C(O)C=C1)(=O)[O-] vanillylmandelate